C(#N)C1=NOC=CC=C1 cyanooxazepine